P(=O)(OCCCOC(C=C)=O)([O-])[O-] acryloyloxypropyl Phosphate